C(\C=C\C)(=O)OCCCCOC(\C=C\C)=O tetramethylene glycol dicrotonate